(5-Chloro-2-(4-chloro-1H-1,2,3-triazol-1-yl)phenyl)-2,5-dimethoxypyridine ClC=1C=CC(=C(C1)C=1C(=NC=C(C1)OC)OC)N1N=NC(=C1)Cl